FC1(CC(CCC1)N(C1=CC=CC=C1)C(CC1(CCN(CC1)C(=O)N1CCC2=CC=CC=C12)C(=O)O)=O)F 4-[2-(N-[3,3-difluorocyclohexyl]anilino)-2-oxo-ethyl]-1-(indoline-1-carbonyl)piperidine-4-carboxylic acid